4-amino-N-(1-methyl-1H-pyrazol-4-yl)-N-(5-(trifluoromethyl)-2,3-dihydro-1H-inden-1-yl)pyrrolo[1,2-a]quinoxaline-8-carboxamide NC=1C=2N(C3=CC(=CC=C3N1)C(=O)N(C1CCC3=CC(=CC=C13)C(F)(F)F)C=1C=NN(C1)C)C=CC2